3-Chloro-5-(2-hydroxypiperazin-1-yl)-2,3-dihydro-1,4-benzodioxine ClC1OC2=C(OC1)C=CC=C2N2C(CNCC2)O